ClC=1C=CC(=NC1)C=1N=C2N(C=CC=C2)C1CN1C2CN(C(C1)CC2)C(=O)C2=C(C=CC=C2)F (-)-(5-{[2-(5-Chloropyridin-2-yl)imidazo[1,2-a]pyridin-3-yl]methyl}-2,5-diazabicyclo[2.2.2]oct-2-yl)(2-fluorophenyl)methanon